N-(4-(chlorodifluoromethoxy)phenyl)-2-oxo-4-(pyrimidin-5-yl)-2',3',5',6'-tetrahydrospiro[indoline-3,4'-thiopyran]-6-carboxamide 1',1'-dioxide ClC(OC1=CC=C(C=C1)NC(=O)C1=CC(=C2C(=C1)NC(C21CCS(CC1)(=O)=O)=O)C=1C=NC=NC1)(F)F